benzyl ((S)-1-(((S)-2-((S)-2-(4-(3-((tert-butyldimethylsilyl)oxy)benzoyl)thiazol-2-yl)pyrrolidin-1-yl)-1-cyclohexyl-2-oxoethyl)amino)-1-oxopropan-2-yl)(methyl)carbamate [Si](C)(C)(C(C)(C)C)OC=1C=C(C(=O)C=2N=C(SC2)[C@H]2N(CCC2)C([C@H](C2CCCCC2)NC([C@H](C)N(C(OCC2=CC=CC=C2)=O)C)=O)=O)C=CC1